FC1CN(C1)C1=CC=C(C=N1)C1(C(C=CC=C1)N)N 1-(6-(3-fluoroazetidin-1-yl)pyridin-3-yl)benzene-1,2-diamine